1-(4-{2-[5-(propan-2-yloxy)-1H-indazol-3-yl]pyrimidin-4-yl}-1H-pyrazol-1-yl)propan CC(C)OC=1C=C2C(=NNC2=CC1)C1=NC=CC(=N1)C=1C=NN(C1)CCC